C=CC(C)=C cis-Isoprene